6-(2-fluoroethoxy)-2-methoxypyridin-3-amine FCCOC1=CC=C(C(=N1)OC)N